1-(2-chloro-4-fluorophenyl)methylamine ClC1=C(C=CC(=C1)F)CN